CC1(OB(OC1(C)C)C=1C=CC=C2C=CC=C(C12)C#C)C (8-(4,4,5,5-tetramethyl-1,3,2-dioxaborolan-2-yl)naphthalene-1-yl)acetylene